C(C)OC1(C2CCC(C(CC1)C2=C)(C)C)C 2-ethoxy-2,6,6-trimethyl-9-methylenebicyclo[3.3.1]nonane